1-[5-Furan-2-yl-3-(3-hydroxyphenyl)-4,5-dihydropyrazol-1-yl]-ethanone O1C(=CC=C1)C1CC(=NN1C(C)=O)C1=CC(=CC=C1)O